C(C)(=O)O[C@H](CC1=C(C(=CC(=C1I)OC)OC)I)C (S)-1-(2,6-diiodo-3,5-dimethoxyphenyl)propan-2-yl acetate